N,N-dimethyl-p-phenylenediamine monohydrochloride CN(C)C1=CC=C(C=C1)N.Cl